C(C1=CC=CC=C1)N[C@@H](CC(=O)O)C(=O)O benzyl-l-aspartic acid